(R)-(1-(2-(1-(cyclopropylmethyl)-6-isopropyl-1H-indol-2-yl)-1-methyl-5-oxo-1,5,7,8-tetrahydro-6H-imidazo[4,5-g]isoquinolin-6-yl)propan-2-yl)carbamic acid tert-butyl ester C(C)(C)(C)OC(N[C@@H](CN1C(C=2C=C3C(=CC2CC1)N(C(=N3)C=3N(C1=CC(=CC=C1C3)C(C)C)CC3CC3)C)=O)C)=O